4-(2-(2-(4-((3-(3-chloro-4-cyanophenoxy)-2,2,4,4-tetramethylcyclobutyl)carbamoyl)phenoxy)ethoxy)cyclohexyl)piperazin ClC=1C=C(OC2C(C(C2(C)C)NC(=O)C2=CC=C(OCCOC3C(CCCC3)N3CCNCC3)C=C2)(C)C)C=CC1C#N